C[C@@](C(=O)OCCC1=C(C=CC=C1)Cl)(CC1CCCCC1)NC(=O)O[C@@H](C(F)(F)C1=CC(=CC=C1)Cl)C1=CC=CC=C1 2-(2-chlorophenyl)ethan-1-ol methyl-(S)-2-((((R)-2-(3-chlorophenyl)-2,2-difluoro-1-phenylethoxy)carbonyl)amino)-3-cyclohexylpropanoate